C1(=CC=CC=C1)N(S(=O)(=O)C)CC=1C=NC(=CC1)C=1OC(=NN1)C(F)(F)F N-phenyl-N-((6-(5-(trifluoromethyl)-1,3,4-oxadiazol-2-yl)pyridin-3-yl)methyl)methanesulfonamide